FC(C(=O)O)(F)F.NCCCC[C@H](C(COC1=C(C(=CC=C1F)F)F)=O)NC(=O)C1CCCC1 |r| racemic-N-(7-amino-2-oxo-1-(2,3,6-trifluorophenoxy)hept-3-yl)cyclopentanecarboxamide trifluoroacetate